N-(4-(4-amino-3-(4-((5-chloro-4-methylpyrimidin-2-yl)oxy)-3-methylphenyl)-7-cyano-1-methyl-1H-pyrrolo[3,2-c]pyridin-2-yl)phenyl)acrylamide NC1=NC=C(C2=C1C(=C(N2C)C2=CC=C(C=C2)NC(C=C)=O)C2=CC(=C(C=C2)OC2=NC=C(C(=N2)C)Cl)C)C#N